C(C)[C@H]1N(C[C@@H](NC1)CC)C(C)C1=CC=C2C(=N1)SC=N2 5-(1-((2R,5S)-2,5-diethylpiperazin-1-yl)ethyl)thiazolo[5,4-b]pyridine